O1CCOC2=NC=C(C=C21)S(=O)(=O)N 2,3-dihydro-[1,4]dioxino[2,3-b]pyridine-7-sulfonamide